C1(=CC=CC=C1)C1=NC(=CC(=N1)C1=C(C(=C(C(=C1N1C2=CC=C(C=C2C=2C=C(C=CC12)C)C)C1=NC(=CC=C1)C)N1C2=CC=C(C=C2C=2C=C(C=CC12)C)C)N1C2=CC=C(C=C2C=2C=C(C=CC12)C)C)N1C2=CC=C(C=C2C=2C=C(C=CC12)C)C)C1=CC=CC=C1 9,9',9'',9'''-(4-(2,6-diphenylpyrimidin-4-yl)-6-(6-methylpyridin-2-yl)benzene-1,2,3,5-tetrayl)tetrakis(3,6-dimethyl-9H-carbazole)